C(=O)(O)C(=C(C=C(C1=CC=CC=C1)C1=CC=CC=C1)CC(C)(C)C)C(=O)O 1,1-Dicarboxy-(2,2'-dimethylpropyl)-4,4-diphenyl-butadiene